O=S1(CCC(=CC1)C=1C=C2C=NNC2=C(C1)C(=O)N)=O 5-(1,1-dioxo-3,6-dihydro-2H-thiopyran-4-yl)-1H-indazole-7-carboxamide